tert-butyl-(3,3-difluoroazetidine-1-carbonyl)glycine C(C)(C)(C)N(CC(=O)O)C(=O)N1CC(C1)(F)F